Ethyl 4-(5-((2-(3,4-dihydroxyphenyl)-2-oxoethyl)thio)-1H-tetrazol-1-yl)benzoate OC=1C=C(C=CC1O)C(CSC1=NN=NN1C1=CC=C(C(=O)OCC)C=C1)=O